FC1=CC(=CC2=C1COB2O)CO 4-fluoro-6-(hydroxymethyl)-3H-2,1-benzoxaborol-1-ol